NC1=NC=C(C2=C1C(=C(N2C)I)C=2C=C(C(=NC2)C(=O)NCC(F)(F)F)F)Br 5-(4-amino-7-bromo-2-iodo-1-methylpyrrolo[3,2-c]pyridin-3-yl)-3-fluoro-N-(2,2,2-trifluoroethyl)pyridine-2-carboxamide